4-(dimethylamino)cyclobut-3-ene-1,2-dione CN(C1=CC(C1=O)=O)C